NC1=CC(=NN1C(=O)NC1=NC(=CC=C1)C1=NN=CN1C(C)C)C 5-amino-N-(6-(4-isopropyl-4H-1,2,4-triazole-3-yl)pyridine-2-yl)-3-methyl-1H-pyrazole-1-formamide